Tert-butyl (5-bromopyridin-2-yl)carbamate BrC=1C=CC(=NC1)NC(OC(C)(C)C)=O